(2R,3S)-2-(3-(5-chloro-7-(1-isopropyl-1H-pyrazol-4-yl)-1H-benzo[d]imidazol-1-yl)propyl)piperidin-3-ol dihydrochloride Cl.Cl.ClC1=CC2=C(N(C=N2)CCC[C@H]2NCCC[C@@H]2O)C(=C1)C=1C=NN(C1)C(C)C